tert-butyl 3-[7-chloro-8-fluoro-2-[[1-(hydroxymethyl) cyclopropyl] methoxy] pyrido[4,3-d]pyrimidin-4-yl]-3,8-diazabicyclo[3.2.1]octane-8-carboxylate ClC1=C(C=2N=C(N=C(C2C=N1)N1CC2CCC(C1)N2C(=O)OC(C)(C)C)OCC2(CC2)CO)F